C(C)(C)(C)OC(NC1CCN(CC1)C1=C(C=NC2=CC=C(C=C12)C1=C(C(=CC=C1)C#N)OCOC)C1=CC(=CC(=C1)O)F)=O {1-[6-(3-cyano-2-methoxymethoxy-phenyl)-3-(3-fluoro-5-hydroxy-phenyl)-quinolin-4-yl]-piperidin-4-yl}-carbamic acid tert-butyl ester